Cl.Cl.FC=1C=NC=CC1N1C[C@H](N[C@@H](C1)C)C (3R,5R)-1-(3-Fluoropyridin-4-yl)-3,5-dimethylpiperazine dihydrochloride